C(C)(C)(C)C1=CC(=NC(=N1)C=1SC=C(N1)C)NC1CCC(CC1)(F)F 6-(tert-butyl)-N-(4,4-difluorocyclohexyl)-2-(4-methylthiazol-2-yl)pyrimidin-4-amine